FC1=C(C(=C(C(=C1F)OC)F)F)P(C1=CC=CC=C1)(C1=C(C(=C(C(=C1F)F)OC)F)F)=S bis(2,3,5,6-tetrafluoro-4-methoxyphenyl)phenyl-phosphine sulfide